COC1=CC=C2C=3C=CC(=CC3NC2=C1)CC(=O)NCC1=CC=C(C=C1)S(N)(=O)=O 2-(7-methoxy-9H-carbazol-2-yl)-N-(4-sulfamoylbenzyl)acetamide